4-(7H-pyrrolo[2,3-d]pyrimidin-4-yl)-6-(1,2,3,4-tetrahydroisoquinolin-6-yl)-3,4-dihydro-2H-1,4-thiazine N1=CN=C(C2=C1NC=C2)N2CCSC(=C2)C=2C=C1CCNCC1=CC2